C(COC)OC(C(CF)F)=O 2,3-difluoropropionic acid-3-oxabutyl ester